5-hydrazino-3-(2-(pyridin-4-yl)propan-2-yl)-1,2,4-oxadiazole N(N)C1=NC(=NO1)C(C)(C)C1=CC=NC=C1